ClC1=C(CN2C(C(C3=CC=C(C=C23)C(=O)N[C@@H](C)C2=C(C=C(C=C2F)F)F)(C)C)=O)C(=CC=C1)F (S)-1-(2-chloro-6-fluorobenzyl)-3,3-dimethyl-2-oxo-N-(1-(2,4,6-trifluorophenyl)ethyl)indoline-6-carboxamide